(2R,5S)-N-(3-chloro-4-cyano-2-fluorophenyl)-3-(4-cyano-3-(trifluoromethyl)phenyl)-2-(trifluoromethyl)oxazolidine-5-carboxamide ClC=1C(=C(C=CC1C#N)NC(=O)[C@@H]1CN([C@H](O1)C(F)(F)F)C1=CC(=C(C=C1)C#N)C(F)(F)F)F